[Cl-].C(CCCCCC)[N+]1=CC=C(C=C1)CC 1-heptyl-4-ethylpyridinium chloride